C1(=CC=CC=C1)C1=C(C(OC2=CC(=CC(=C12)C(F)(F)F)C(F)(F)F)=O)S(=O)(=O)C1=CC=CC=C1 4-Phenyl-3-(phenylsulfonyl)-5,7-bis(trifluoromethyl)-2H-chromen-2-one